5-Cyano-3-methyl-N-(3-(4-(4-methylpiperazin-1-yl)phenyl)-1H-indazol-5-yl)picolinamide C(#N)C=1C=C(C(=NC1)C(=O)NC=1C=C2C(=NNC2=CC1)C1=CC=C(C=C1)N1CCN(CC1)C)C